ClC1=C(C=CC(=C1)C(C(F)(F)F)(C(F)(F)F)F)NC(=O)C1(CCC1)N1N=CC(=C1)C#CC1CN(C1)C=1C=C2C(N(C(C2=CC1)=O)C1C(NC(CC1)=O)=O)=O N-(2-chloro-4-(perfluoropropan-2-yl)phenyl)-1-(4-((1-(2-(2,6-dioxopiperidin-3-yl)-1,3-dioxoisoindolin-5-yl)azetidin-3-yl)ethynyl)-1H-pyrazol-1-yl)cyclobutane-1-carboxamide